C(C1=CC=CC=C1)OC(=O)N1CCC(CC1)N(C(=O)[C@@H]1[C@@H](N(CCC1)C(=O)OC(C)(C)C)C(=O)OC)C O1-tert-butyl O2-methyl (2R,3S)-3-[(1-benzyloxycarbonyl-4-piperidyl)-methyl-carbamoyl]piperidine-1,2-dicarboxylate